FC(C(=O)O)(F)F.NC1=C(N=CC(=N1)N1CCC2([C@@H](C=3N(N=CC3)C2)N)CC1)SC1=C(C=2N(C=C1)C=CN2)Cl (S)-1-(6-amino-5-((8-chloroimidazo[1,2-a]pyridin-7-yl)thio)pyrazin-2-yl)-4'H,6'H-spiro[piperidine-4,5'-pyrrolo[1,2-b]pyrazol]-4'-amine (trifluoroacetate)